methyl (S,E)-(7-(dimethylamino)-1,7-dioxo-1-((2-oxo-1-((7-phenoxy-1H-benzo[d]imidazol-2-yl)methyl)-1,2-dihydropyridin-3-yl)amino)hept-5-en-2-yl)carbamate CN(C(/C=C/CC[C@@H](C(NC=1C(N(C=CC1)CC1=NC2=C(N1)C(=CC=C2)OC2=CC=CC=C2)=O)=O)NC(OC)=O)=O)C